benzyl 2-amino-5-(1-[2-[2-(prop-2-yn-1-yloxy)ethoxy]eth-yl]pyrazol-4-yl)pyridine-3-carboxylate NC1=NC=C(C=C1C(=O)OCC1=CC=CC=C1)C=1C=NN(C1)CCOCCOCC#C